(3E)-1-bromo-9,9-dimethoxy-3-nonene BrCC\C=C\CCCCC(OC)OC